COC=1C=C(C2=C(NC(C(O2)(C)C)=O)C1)C=1C2=C(C(N(C1)C)=O)NC=C2 6-methoxy-2,2-dimethyl-8-(6-methyl-7-oxo-6,7-dihydro-1H-pyrrolo[2,3-c]pyridin-4-yl)-2H-1,4-benzoxazin-3(4H)-one